lithium 6-methoxy-2-((S)-1-((S)-1-methylpyrrolidin-2-yl)ethoxy)pyrimidine-4-carboxylate COC1=CC(=NC(=N1)O[C@@H](C)[C@H]1N(CCC1)C)C(=O)[O-].[Li+]